ClC1=C(C(=O)NCC(=C)Cl)C=C(C=C1)C1=CC(=NO1)C=1N(N=C(C1C(F)(F)F)C(C(F)(F)F)(F)F)C 2-chloro-N-(2-chloroallyl)-5-[3-[2-methyl-5-(1,1,2,2,2-pentafluoroethyl)-4-(trifluoromethyl)pyrazol-3-yl]isoxazol-5-yl]benzamide